4-(4-(Dimethylamino)piperidin-1-yl)isoindolin CN(C1CCN(CC1)C1=C2CNCC2=CC=C1)C